C[Si](OC(C)=O)(OC(C)=O)OC(C)=O methyl-triacetyl-oxysilane